tert-butyl [2-(4,4,5,5-tetramethyl-1,3,2-dioxaborolan-2-yl)benzyl]carbamate CC1(OB(OC1(C)C)C1=C(CNC(OC(C)(C)C)=O)C=CC=C1)C